C(C)(C)(C)OC(=O)N[C@H](COCCC(=O)OCC)CCC(C)(F)F ethyl (S)-3-((2-((tert-butoxycarbonyl)amino)-5,5-difluorohexyl)oxy)propanoate